FC1=C(CC2(CCC2)CNC(C2=NC=CC(=C2)O)=O)C=CC(=C1)F N-((1-(2,4-difluorobenzyl)cyclobutyl)methyl)-4-hydroxypicolinamide